FC(C=1C=C2C(NC(C2=CC1)=O)=O)(F)F 5-trifluoromethyl-isoindole-1,3-dione